6-(4-(trifluoromethoxy)phenyl)pyrazine-2-carboxylic acid FC(OC1=CC=C(C=C1)C1=CN=CC(=N1)C(=O)O)(F)F